P(=O)(OC1=CC(=CC=C1)C1CCCCC1)(OC1=CC(=CC=C1)C1CCCCC1)OC1=CC(=CC=C1)C1CCCCC1 tri(3-cyclohexylphenyl) phosphate